3,3',5,5'-tetramethyl-biphenyl-diamine CC1(C(C(=CC(=C1)C)C1=CC(=CC(=C1)C)C)N)N